N1(N=NN=C1)C[C@H](C)OC=1C=C(C=CC1Cl)C=1C=NC(=NC1)NC=1C(=NN(C1)C1CCC(CC1)N1CCOCC1)OCC1=NC=CC=C1 5-(3-(((S)-1-(1H-tetrazol-1-yl)propan-2-yl)oxy)-4-chlorophenyl)-N-(1-((1r,4r)-4-morpholinocyclohexyl)-3-(pyridin-2-ylmethoxy)-1H-pyrazol-4-yl)pyrimidin-2-amine